3-(1-(3-bromophenyl)vinyl)-5-chloropyridin-2-amine BrC=1C=C(C=CC1)C(=C)C=1C(=NC=C(C1)Cl)N